O=C1NC2=C(C=CC=C2CC1)C(C1=CC=C(C=C1)C(C)C)NC(=O)C1C(CCC1)C(=O)O 2-{[(2-oxo-1,2,3,4-tetrahydroquinolin-8-yl)[4-(propan-2-yl)phenyl]methyl]carbamoyl}cyclopentane-1-carboxylic acid